C(=C)(C)OCC[N+](C)(C)C isopropenyl-choline